BrC1=CC(=C2CCCC(C2=C1)(O)CC1=NC(=NC(=C1CO)Cl)SC)Cl 7-Bromo-5-chloro-1-((6-chloro-5-(hydroxymethyl)-2-(methylthio)pyrimidin-4-yl)methyl)-1,2,3,4-tetrahydronaphthalen-1-ol